ethyl (3S)-3-{4,4'-difluoro-2',5,6'-trimethyl-[1,1'-biphenyl]-3-yl}-3-[(2S)-4-methyl-2-{[6-(propan-2-yl)-2H,4H,5H,6H,7H-pyrazolo[3,4-c]pyridine-2-carbonyl]amino}pentanamido]propanoate FC1=C(C=C(C=C1C)C1=C(C=C(C=C1C)F)C)[C@H](CC(=O)OCC)NC([C@H](CC(C)C)NC(=O)N1N=C2CN(CCC2=C1)C(C)C)=O